(2S,4R)-4-fluoro-1-(2-methoxyethyl)pyrrolidine-2-carboxylic acid methyl ester COC(=O)[C@H]1N(C[C@@H](C1)F)CCOC